Cl.FC1=CC=C2CC[C@H](C2=C1)N (R)-6-fluoro-2,3-dihydro-1H-inden-1-amine hydrochloride